5-(2-isopropyl-5-(3-(trifluoromethyl)phenyl)pyrazolo[1,5-c]pyrimidin-3-yl)-2-methoxyphenol C(C)(C)C1=NN2C=NC(=CC2=C1C=1C=CC(=C(C1)O)OC)C1=CC(=CC=C1)C(F)(F)F